COC1N=C(OC1)C1=CC=CC=C1 4-methoxy-2-phenyl-4,5-dihydro-oxazole